1-((3aS,4R,6aR)-6-(azidomethyl)-2,2-dimethyl-3a,6a-dihydro-4H-cyclopenta[d][1,3]dioxol-4-yl)pyrimidine-2,4(1H,3H)-dione N(=[N+]=[N-])CC1=C[C@H]([C@H]2[C@@H]1OC(O2)(C)C)N2C(NC(C=C2)=O)=O